2-n-butyl-1,3-dimethoxypropane C(CCC)C(COC)COC